ClC1=C(C=CC=C1)CN1N=C(C=C1C=1C=CC2=C(N(N=N2)CC)C1)CO [1-[(2-chlorophenyl)methyl]-5-(1-ethyl-1H-1,2,3-benzo-triazol-6-yl)-1H-pyrazol-3-yl]methanol